tert-butyl 4-[6-[[5-fluoro-4-(3-isopropylpyrazolo[1,5-a]pyridin-5-yl)pyrimidin-2-yl]amino]-3-pyridyl]-3-oxo-piperazine-1-carboxylate FC=1C(=NC(=NC1)NC1=CC=C(C=N1)N1C(CN(CC1)C(=O)OC(C)(C)C)=O)C1=CC=2N(C=C1)N=CC2C(C)C